(4-((1H-1,2,4-Triazol-1-yl)methyl)phenyl)-[2,4'-bithiazole]-2'-amine N1(N=CN=C1)CC1=CC=C(C=C1)C=1N=C(SC1)C=1N=C(SC1)N